CC=1N=C(SC1C(=O)OCC)NCC1=NC(=CC(=C1)N(CC=1C=NC=CC1)C)N1CCOCC1 4-Methyl-2-[[4-[methyl(3-pyridinylmethyl)amino]-6-[4-morpholinyl]-2-pyridinylmethyl]amino]-5-thiazolecarboxylic acid, ethyl ester